C(C=C)(=O)N1CC(C1)N1CCN(CC1)C1=CC=C(C=C1)C=1C=2N(C=C(C1)C=1C=NN(C1)CCC)N=CC2C#N 4-(4-(4-(1-propenoylazetidin-3-yl)piperazin-1-yl)phenyl)-6-(1-propyl-1H-pyrazol-4-yl)pyrazolo[1,5-a]pyridine-3-carbonitrile